ClC1=NC=CC(=C1)NCC1=CC=C(C=C1)C1=NOC(=N1)C 2-chloro-N-(4-(5-methyl-1,2,4-oxadiazol-3-yl)benzyl)pyridin-4-amine